1-(4-chlorophenyl)-2-(2,6-dibromophenoxy)ethanone ClC1=CC=C(C=C1)C(COC1=C(C=CC=C1Br)Br)=O